5-(2,3-dimethyl-3H-imidazo[4,5-b]pyridin-5-yl)-N-((3-fluorooxetan-3-yl)methyl)pyrrolo[2,1-f][1,2,4]triazin-2-amine CC1=NC=2C(=NC(=CC2)C=2C=CN3N=C(N=CC32)NCC3(COC3)F)N1C